OCC1(CCOCC1)NC(=O)C=1C=2C[C@@H]3[C@H](C2N(N1)C1=C(C=CC=C1)F)C3 (1aR,5aR)-2-(2-Fluoro-phenyl)-1a,2,5,5a-tetrahydro-1H-2,3-diaza-cyclopropa[a]pentalene-4-carboxylic acid (4-hydroxymethyl-tetrahydro-pyran-4-yl)-amide